CC1=C(C=CC=C1N1C(C=CC1=O)=O)N1C(C=CC1=O)=O 1,1'-(2-methyl-1,3-phenylene)bis(1H-pyrrole-2,5-dione)